BrC1=CN=C2C(=N1)N(C(C=C2)=O)C 3-bromo-5-methylpyrido[2,3-b]pyrazin-6(5H)-one